FC1=C2C=CNC2=CC=C1OC 4-fluoro-5-methoxy-1H-indole